7-(5-(5-((1s,3s)-3-hydroxy-3-methylcyclobutyl)-1,3,4-thiadiazol-2-yl)-4-(isopropylamino)pyridin-2-yl)pyrrolo[1,2-b]pyridazine-3-carbonitrile OC1(CC(C1)C1=NN=C(S1)C=1C(=CC(=NC1)C1=CC=C2N1N=CC(=C2)C#N)NC(C)C)C